3-(trimethylsilyl) propylethylene carbonate C(O)(O)=O.C[Si](CCCC=C)(C)C